6,7,8-trimethoxy-2-(4-methoxybenzoyl)quinazolin-4(3H)-one COC=1C=C2C(NC(=NC2=C(C1OC)OC)C(C1=CC=C(C=C1)OC)=O)=O